potassium manganite [Mn](=O)([O-])[O-].[K+].[K+]